[4-[(9S)-4,5,13-trimethyl-9-(oxazol-2-ylmethyl)-3-thia-1,8,11,12-tetrazatricyclo[8.3.0.02,6]trideca-2(6),4,7,10,12-pentaen-7-yl]phenyl]boronic acid CC=1SC=2N3C(=NN=C3[C@@H](N=C(C2C1C)C1=CC=C(C=C1)B(O)O)CC=1OC=CN1)C